3,5-difluoro-4-formyl-N-methoxy-N-methylbenzamide FC=1C=C(C(=O)N(C)OC)C=C(C1C=O)F